N-(4-(N,N-bis(4-methoxybenzyl)sulfamoyl)-1-((tetrahydro-2H-pyran-4-yl)methyl)-1H-indazol-6-yl)-2-(2-chlorophenyl)acetamide COC1=CC=C(CN(S(=O)(=O)C2=C3C=NN(C3=CC(=C2)NC(CC2=C(C=CC=C2)Cl)=O)CC2CCOCC2)CC2=CC=C(C=C2)OC)C=C1